NCCCCCCOC1=C(C=C2C(=NC(=NC2=C1)C)N[C@H](C)C1=CC(=CC=C1)Br)OC (R)-7-((6-Aminohexyl)oxy)-N-(1-(3-bromophenyl)ethyl)-6-methoxy-2-methyl-quinazolin-4-amine